NC1=NC=CC=C1S(=O)(=O)NC(=O)C=1C(=NC(=CC1)N1N=CC(=C1)OCC(C)(C)C)N1C(C[C@@H](C1)C)(C)C N-[(2-amino-3-pyridyl)sulfonyl]-6-[4-(2,2-dimethylpropoxy)pyrazol-1-yl]-2-[(4S)-2,2,4-trimethylpyrrolidin-1-yl]pyridine-3-carboxamide